2-chloro-5-methyl-pyrimidine ClC1=NC=C(C=N1)C